C1(=CC=CC=C1)C(C#CCCCCCCC)(C(=O)O)C(=O)O phenyl-decynedicarboxylic acid